C(C=C)(=O)N1CC(C1)CN1C(C(N(C2=C(C(=C(C=C12)Cl)C1=C(C=CC=C1O)F)F)C1=C(C=CC=C1C)C(C)C)=O)=O 1-((1-propenoylazetidin-3-yl)methyl)-7-chloro-5-fluoro-6-(2-fluoro-6-hydroxyphenyl)-4-(2-isopropyl-6-methylphenyl)-1,4-dihydroquinoxaline-2,3-dione